C1(CC1)C[C@@H]1N=C(C2=CC=C(C=C2C1)OC)C1=CC=C(C#N)C=C1 4-[(3S)-3-(cyclopropylmethyl)-6-methoxy-3,4-dihydroisoquinolin-1-yl]benzonitrile